O1C(=NCCC1)NC1=CC(=C(OC2=C3C(=NC=C2)NC=C3C=3C=CC(=C(C#N)C3)OC(C)C)C(=C1)F)F 5-(4-{4-[(5,6-dihydro-4H-1,3-oxazin-2-yl)amino]-2,6-difluorophenoxy}-1H-pyrrolo[2,3-b]pyridin-3-yl)-2-[(propan-2-yl)oxy]benzonitrile